methyl 5-methyl-3-(6-azaspiro[2.5]octan-6-yl)-6-(trifluoromethyl)pyridazine-4-carboxylate CC=1C(=C(N=NC1C(F)(F)F)N1CCC2(CC2)CC1)C(=O)OC